CC1CCN(CC1)C(=O)NC1=CC(=C(C=C1)C=1C=C2C=NN(C2=CC1)C)C=1N=NNN1 4-Methyl-N-(4-(1-methyl-1H-indazol-5-yl)-3-(2H-tetrazol-5-yl)phenyl)piperidine-1-carboxamide